(2R,5S)-5-[(1,3-benzothiazol-2-ylamino)methyl]-2-(4-phenoxyphenyl)-1,4-thiazepan-3-one S1C(=NC2=C1C=CC=C2)NC[C@H]2NC([C@H](SCC2)C2=CC=C(C=C2)OC2=CC=CC=C2)=O